5-(dimethoxymethyl)furan-2-carboxylic acid methyl ester COC(=O)C=1OC(=CC1)C(OC)OC